ClC1=C(C=C(C(=C1)Cl)OCCOC)NC(COCC(=O)O)=O 2-(2-((2,4-dichloro-5-(2-methoxyethoxy)phenyl)amino)-2-oxoethoxy)acetic acid